1-methyl-2-phenyldisulfane CSSC1=CC=CC=C1